ClC1=NC=C(C(=O)NOCC(F)(F)F)C(=C1)NC1=C(C=C(C=C1)C1CC1)N(S(=O)(=O)C)C 6-chloro-4-((4-cyclopropyl-2-(N-methylmethanesulfonamido)phenyl)amino)-N-(2,2,2-trifluoroethoxy)nicotinamide